C(C)C(COC(CCCCC(=O)OCC(CCCC)CC)=O)CCCC Adipic acid bis(2-ethylhexyl) ester